C1(CCCCC1)C(C)OC([C@@H](NC(=O)C1=NC=CC(=C1OC(C)=O)OC)C)=O N-[[3-(acetoxy)-4-methoxy-2-pyridinyl]carbonyl]-L-alanine 1-cyclohexylethyl ester